C(C)[SiH](C1=CC(=CC(=C1)[SiH](CC)CC)[SiH](CC)CC)CC 1,3,5-tris(diethylsilyl)benzene